3-((3,4-dimethoxyphenethyl)imino)-2-phenylacrylic acid methyl ester COC(C(=C=NCCC1=CC(=C(C=C1)OC)OC)C1=CC=CC=C1)=O